C1(=CC=CC=C1)S(=O)(=O)CC=1N=C2N(C=CC(=C2)C2=NOC(=N2)C(F)(F)F)C1 3-(2-((phenylsulfonyl)methyl)imidazo[1,2-a]pyridin-7-yl)-5-(trifluoromethyl)-1,2,4-oxadiazole